5-butyl-1-isopropyl-3,3-dimethyloctahydrobenzo[c]isoxazole C(CCC)C1CC2C(N(OC2(C)C)C(C)C)CC1